4-[(4,4-difluoro-6-hydroxy-hexyl)amino]-2-methylsulfanyl-pyrimidine-5-carbaldehyde FC(CCCNC1=NC(=NC=C1C=O)SC)(CCO)F